CC1=NNC2=NC=C(C=C21)C2=CN=C1N2N=C(C=C1)N1CCOC2(CC2)C1 7-(3-(3-methyl-1H-pyrazolo[3,4-b]pyridin-5-yl)imidazo[1,2-b]pyridazin-6-yl)-4-oxa-7-azaspiro[2.5]octane